perfluoro(3,5-dioxo-4,4-dimethylheptadiene) FC(=C(C(C(C(C(=C(F)F)F)=O)(C(F)(F)F)C(F)(F)F)=O)F)F